C(C)N(C(C1=C(C=CC(=C1)F)OC1=C(N=CN=N1)N1CC2(CN(C2)C(CCNCCCO)C(C)C)CC1)=O)C(C)C N-ethyl-5-fluoro-2-((5-(2-(1-((3-hydroxypropyl)amino)-4-methylpent-3-yl)-2,6-diazaspiro[3.4]oct-6-yl)-1,2,4-triazin-6-yl)oxy)-N-isopropylbenzamide